4-sulfoisophthalic acid potassium salt [K+].S(=O)(=O)([O-])C1=C(C=C(C(=O)[O-])C=C1)C(=O)[O-].[K+].[K+]